C(C)OC(=O)C1=C(SC(=C1C(=O)OCC)N=CC=1SC(=CC1)[N+](=O)[O-])N 2-amino-5-(5-nitrothiophene-2-yl)methyleneaminothiophene-3,4-dicarboxylic diethyl ester